N,N-bis-(2-hydroxyethyl)-N'-propyl-urea OCCN(C(=O)NCCC)CCO